(1R,3r)-3-((R)-3-(1-(5-bromo-4-(((R)-1-(2,4-dichlorophenyl)ethyl)amino)pyrimidin-2-yl)azetidin-3-yl)piperidin-1-yl)-1-methylcyclobutane-1-carboxylic acid BrC=1C(=NC(=NC1)N1CC(C1)[C@@H]1CN(CCC1)C1CC(C1)(C(=O)O)C)N[C@H](C)C1=C(C=C(C=C1)Cl)Cl